COC1=CC2=C(N(C([C@H]3N(CC4=CC=CC=C4C3)C2=O)OC2OCCCC2)C(=O)OCC=C)C=C1OCCCC(=O)OC Allyl (6aS)-2-methoxy-3-(4-methoxy-4-oxobutoxy)-14-oxo-6-((tetrahydro-2H-pyran-2-yl)oxy)-6,6a,7,12-tetrahydrobenzo[5,6][1,4]-diazepino[1,2-b]isoquinoline-5(14H)-carboxylate